[2-(2,5-dimethoxy-4-nitrophenyl)ethyl][(3-fluorophenyl)methyl]amine COC1=C(C=C(C(=C1)[N+](=O)[O-])OC)CCNCC1=CC(=CC=C1)F